D-2,5-dimethoxy-4-iodoamphetamine COC1=C(CC(N)C)C=C(C(=C1)I)OC